The molecule is an organic calcium salt having 2-[(1,2-diphenylhydrazino)carbonyl]hexanoate as the counterion. Used (as its hemihydrate) for treatment of rheumatoid arthritis. It has a role as an antipyretic and a non-steroidal anti-inflammatory drug. It contains a bumadizone(1-). CCCCC(C(=O)N(C1=CC=CC=C1)NC2=CC=CC=C2)C(=O)[O-].CCCCC(C(=O)N(C1=CC=CC=C1)NC2=CC=CC=C2)C(=O)[O-].[Ca+2]